2-chloro-3-N-((R,E)-4-(methylsulfonyl)but-3-en-2-yl)pyrimidine-2-carboxamide ClC1(N=CC=CN1[C@H](C)\C=C\S(=O)(=O)C)C(=O)N